ethyl 5-fluoro-1,6,7,8-tetrahydrocyclopenta[e]benzotriazole-7-carboxylate FC=1C2=C(C3=C(N=NN3)C1)CC(C2)C(=O)OCC